NC=1C=C(C#N)C=CC1OC 3-Amino-4-methoxybenzonitrile